C1(CC1)C=1C(=NON1)C(=O)N[C@@H](C(C1CC1)C1CC1)C(=O)NC1=NC=CC(=C1)C(NC(CCC(F)(F)F)=O)C1CC1 4-Cyclopropyl-N-((2S)-1,1-dicyclopropyl-3-((4-(cyclopropyl(4,4,4-trifluorobutanamido)methyl)pyridin-2-yl)amino)-3-oxopropan-2-yl)-1,2,5-oxadiazole-3-carboxamide